FC12CC(C1)(C2)C2(CC2)NC(N)=O 3-[1-(3-fluoro-1-bicyclo[1.1.1]pentanyl)cyclopropyl]urea